O=C1N(C2=C(C=NC=C2)N1)N1C(N(C2=CC=CC=C2C1)C(F)(F)F)=O (2-oxo-2,3-dihydro-1H-imidazo[4,5-c]pyridin-1-yl)(trifluoromethyl)-3,4-dihydroquinazolin-2(1H)-one